FC1=C(C(=O)OC)C=C(C(=C1F)O)[N+](=O)[O-] methyl 2,3-difluoro-4-hydroxy-5-nitrobenzoate